C(CCCCCCCCC)SSC1=NC=CC=C1 2-(decyldithio)pyridine